1-Bromodecane BrCCCCCCCCCC